7-(4-fluorophenyl)-N-(1H-indazol-5-yl)-2,5-dimethyl-4,7-dihydropyrazolo[1,5-a]pyrimidine-6-carboxamide FC1=CC=C(C=C1)C1C(=C(NC=2N1N=C(C2)C)C)C(=O)NC=2C=C1C=NNC1=CC2